NC1=C(C=CC(=C1)N)C(CCCCCC(=O)O)C(OC1=CC=C(C=C1)C=CC(C1=CC=CC=C1)=O)=O 7-(2,4-Diaminophenyl)-8-oxo-8-[4-(3-oxo-3-phenylprop-1-enyl)phenoxy]octanoic acid